5-methylthieno[2,3-d]pyrimidine-2,4-diamine CC1=CSC=2N=C(N=C(C21)N)N